1-(2-bromophenyl)cyclopropane-1-carbonitrile BrC1=C(C=CC=C1)C1(CC1)C#N